((2S,3R,4R,5R)-5-(4-Amino-7H-pyrrolo[2,3-d]pyrimidin-7-yl)-3,4-bis((tert-butyldimethylsilyl)oxy)tetrahydrofuran-2-yl)methanethiol NC=1C2=C(N=CN1)N(C=C2)[C@H]2[C@@H]([C@@H]([C@H](O2)CS)O[Si](C)(C)C(C)(C)C)O[Si](C)(C)C(C)(C)C